BrC1=CC=2N(C=C1)C(=C(N2)C2=NC=1C(=NC=C(C1)C(F)(F)F)N2C)S(=O)(=O)CC 2-[7-bromo-3-(ethylsulfonyl)imidazo[1,2-a]pyridin-2-yl]-3-methyl-6-(trifluoromethyl)-3H-imidazo[4,5-b]pyridine